NC1=NNC2=CC=C(C=C12)CC1=C(OC(CNC(OC(C)(C)C)=O)CC)C=CC(=C1)F tert-butyl (2-(2-((3-amino-1H-indazol-5-yl)methyl)-4-fluorophenoxy)butyl)carbamate